6-bromo-2-chlorobenzaldehyde BrC1=CC=CC(=C1C=O)Cl